2-amino-N-(pyridin-2-yl)benzamide NC1=C(C(=O)NC2=NC=CC=C2)C=CC=C1